3-p-toluenesulfonyl-1,3,4,5-tetrahydrospiro[benzo[d]azepin-2,1'-cyclopropan]-7-ol CC1=CC=C(C=C1)S(=O)(=O)N1CCC2=C(CC13CC3)C=CC(=C2)O